BrC(C)C1=C2CC3(CCC4=CC=CC=C34)N(C(C2=CC(=C1)C)=O)C 5-(1-Bromoethyl)-2,7-dimethyl-spiro[4H-isoquinoline-3,1'-indane]-1-one